C(CCCCCCCCCCCCCCCCCCCCCC)OCC(CNC1=CC=C(C=C1)NCC(COCCCCCCCCCCCCCCCCCCCCCCC)O)O 1,4-bis[3-tricosyloxy-2-hydroxy-propylamino]benzene